BrC=1C=CC2=C(N(CC(N2C)=O)[C@@H]2CC[C@H](CC2)N(C2=CC=CC=C2)CC2CC2)N1 trans-6-bromo-4-[4-[N-(cyclopropylmethyl)anilino]cyclohexyl]-1-methyl-3H-pyrido[2,3-b]pyrazin-2-one